diaminomethylenedifuran NC(C=1OC=CC1)(C=1OC=CC1)N